BrC1=CN=C(N1C[C@H]1OCC1)CN1CCC(CC1)C1C2=C(OC(O1)(C)C1=C(C=C(C=C1)Cl)F)C=CC=C2 1-((5-bromo-1-(((S)-oxetan-2-yl)methyl)-1H-imidazol-2-yl)methyl)-4-(2-(4-chloro-2-fluorophenyl)-2-methylbenzo[d][1,3]dioxan-4-yl)piperidine